FC(OC=1C=C(C=CC1)N1C=C(C2=CC(=CC=C12)C(=O)NC1(SOCC1)C)C(C)C)F 1-(3-(difluoromethoxy)phenyl)-3-isopropyl-N-(3-methyl-1,1-dioxathiolan-3-yl)-1H-indole-5-carboxamide